C[C@@]12[C@@H](CC[C@H]1[C@@H]1CC[C@@H]3C[C@@H](CC[C@]3(C)[C@H]1CC2)O)O 5β-Androstane-3α,17α-diol